5-(4-cyano-5-{[(4-fluorophenyl)methyl]sulfanyl}-1-(thiophene-2-carbonyl)-1H-pyrazol-3-yl)-N,N-dimethyl-2-oxopiperidine-1-sulfonamide C(#N)C=1C(=NN(C1SCC1=CC=C(C=C1)F)C(=O)C=1SC=CC1)C1CCC(N(C1)S(=O)(=O)N(C)C)=O